tetrahydro-2-methyl-2H-pyran-3,4-diol CC1OCCC(C1O)O